1,6-naphthyridine-2-carboxamide N1=C(C=CC2=CN=CC=C12)C(=O)N